tert-butyl N-[(1S)-2-[4-[[tert-butyl(dimethyl)silyl]oxymethyl]anilino]-1-methyl-2-oxo-ethyl]carbamate [Si](C)(C)(C(C)(C)C)OCC1=CC=C(NC([C@H](C)NC(OC(C)(C)C)=O)=O)C=C1